3-(3-fluoro-5-(trifluoromethyl)phenyl)-1-methyl-1-(2-(pyrazolo[5,1-b]thiazole-7-carbonyl)-2-azaspiro[3.3]heptan-6-yl)urea FC=1C=C(C=C(C1)C(F)(F)F)NC(N(C1CC2(CN(C2)C(=O)C=2C=NN3C2SC=C3)C1)C)=O